CN1CC(C1)(C)C(=O)C1=CC=C(C=C1)OC(F)(F)F (1,3-dimethyl-azetidin-3-yl)-(4-trifluoromethoxy-phenyl)-methanone